tert-butyl N-[(1S)-3-carbamoyl-1-[[(2-chloro-4-isopropylphenyl)methyl]carbamoyl]propyl]carbamate C(N)(=O)CC[C@@H](C(NCC1=C(C=C(C=C1)C(C)C)Cl)=O)NC(OC(C)(C)C)=O